ClC1=CC=C(C=C1)[C@H]([C@H]1C[C@@H]([C@H]2[C@@H]1OC(O2)(C)C)OS(=O)(=O)C(F)(F)F)OCC2=CC=C(C=C2)C2=CC=CC=C2 [(3aR,4S,6R,6aR)-6-[(S)-(4-chlorophenyl)-[(4-phenylphenyl)methoxy]methyl]-2,2-dimethyl-4,5,6,6a-tetrahydro-3aH-cyclopenta[d][1,3]dioxol-4-yl]trifluoromethanesulfonate